C(#N)CCCOC1=C(C#N)C=CC=C1 2-(3-cyanopropoxy)benzonitrile